O=C1OC(C2=CC(=CC=C12)C(=O)OCC)=O ethyl 1,3-dioxo-1,3-dihydroisobenzofuran-5-carboxylate